C(C)OC(=O)C=1C(NC(NC1C)=O)C1=CC(=C(C=C1)OC(C(C)C)=O)OC 4-(4-Isobutyryloxy-3-methoxy-phenyl)-6-methyl-2-oxo-1,2,3,4-tetrahydro-pyrimidine-5-carboxylic acid ethyl ester